FC=1C=C(C=C(C1N1CCN(CC1)C1COC1)F)N1C(O[C@@H](C1)CNC1=NOC=C1)=O (R)-3-(3,5-difluoro-4-(4-(oxetan-3-yl)piperazin-1-yl)phenyl)-5-((isoxazol-3-ylamino)methyl)oxazolidin-2-one